methyl 4-((2S,4S)-2-((difluoromethoxy)methyl)-4-(4-(trifluoromethyl)phenoxy)pyrrolidin-1-yl)benzoate FC(OC[C@H]1N(C[C@H](C1)OC1=CC=C(C=C1)C(F)(F)F)C1=CC=C(C(=O)OC)C=C1)F